ClC1=CC(=C(S1)C1=NC=C(C(=N1)C)OC1CCCCC1)COC(=O)OC1=CC=C(C=C1)[N+](=O)[O-] (1S,3S)-3-((2-(5-Chloro-3-((((4-nitrophenoxy)carbonyl)oxy)methyl)thiophen-2-yl)-4-methylpyrimidin-5-yl)oxy)cyclohexane